N-methyl hexylenediamine methyl 4-[5-(4-bromobenzamido)-1,3,4-thiadiazol-2-yl]benzoate BrC1=CC=C(C(=O)NC2=NN=C(S2)C2=CC=C(C(=O)OC)C=C2)C=C1.CNCCCCCCN